C(CCCCCC)C=1N(C2=CC=CC=C2C(C1)=O)O 2-Heptyl-1-hydroxy-4(1H)-quinolone